CC=1C2=C(N=C(N1)SC)C(=NC=C2)NCC(C)(C)C methyl-2-(methylthio)-N-neopentylpyrido[3,4-d]pyrimidin-8-amine